formylglyme C(=O)C(OC)COC